C(C)OC1=CC(=NC=C1C#N)C(C)O 4-ethoxy-6-(1-hydroxylethyl)nicotinonitrile